NC=1C(=CC2=C(O[C@@H](C(N2CC2=CC=CC=C2)=O)C)C1)C(F)(F)F (R)-7-amino-4-benzyl-2-methyl-6-(trifluoromethyl)-2H-benzo[b][1,4]oxazin-3(4H)-one